ClC1=NC=C2C=C(N=C(C2=C1)NCC=1C=NN(C1)C)C1=C(C(=CC(=C1Cl)OC)OC)Cl 7-chloro-3-(2,6-dichloro-3,5-dimethoxyphenyl)-N-((1-methyl-1H-pyrazol-4-yl)methyl)-2,6-naphthyridine-1-amine